Br[C@@H](C)C1(OC[C@H]([C@@H](O1)C(=O)OC)C(=O)OC)C1=CC(=C(C=C1)C1=CC=CC=C1)F dimethyl (4R,5R)-2-((S)-1-bromoethyl)-2-(2-fluoro-[1,1'-biphenyl]-4-yl)-1,3-dioxan-4,5-dicarboxylate